2-oxo-pyrimidin O=C1NC=CC=N1